COC=1C=C2C=C(C=NC2=C(C1)N1CCC(CC1)C(F)(F)F)C(=O)N[C@@H](C)C1=CC(=CC=C1)OC (S)-6-methoxy-N-(1-(3-methoxyphenyl)ethyl)-8-(4-(trifluoromethyl)piperidin-1-yl)quinoline-3-carboxamide